C(#N)C1=C(C(=O)N)C=CC=N1 2-cyanonicotinamide